N1=CC=CC2=CC=CN=C12.[N] nitrogen naphthyridine